N-[6-Chloro-4-(methoxymethyl)-5-methylpyridazin-3-yl]-1,3-benzothiazol-2-amine ClC1=C(C(=C(N=N1)NC=1SC2=C(N1)C=CC=C2)COC)C